C1(=CC=CC=C1)[SiH](N)CC phenyl-ethyl-aminosilane